3-(1-Hydroxyethyl)cyclobutyl (8-amino-7-fluoro-6-(8-methyl-2,3-dihydro-1H-pyrido[2,3-b][1,4]oxazin-7-yl)isoquinolin-3-yl)carbamate NC=1C(=C(C=C2C=C(N=CC12)NC(OC1CC(C1)C(C)O)=O)C1=C(C2=C(OCCN2)N=C1)C)F